FC1(C2CN(CC12)C1=CC(=C(C=O)C=C1)C)F 4-{6,6-difluoro-3-azabicyclo[3.1.0]hex-3-yl}-2-methylbenzaldehyde